COC(=O)C=1C=C2C(C=C(OC2=C(C1)CN1CCC2=C(C=C(C=C12)F)F)N1CCOCC1)=O 8-[(4,6-difluoroindolin-1-yl)methyl]-2-morpholino-4-oxo-chromene-6-carboxylic acid methyl ester